ClC1=C(N)C(=CC(=C1)C)Cl 2,6-dichloro-4-methylaniline